COC1=CC=C(CN(C=2N=CN(C(C2C(=O)OC)=O)C2=C(C=C(C=C2C)C(=C)OCC)C)CC2=CC=C(C=C2)OC)C=C1 methyl 4-(bis(4-methoxybenzyl)amino)-1-(4-(1-ethoxyvinyl)-2,6-dimethylphenyl)-6-oxo-1,6-dihydropyrimidine-5-carboxylate